N1=C(C=CC=C1)C(C(=O)C1=CC=C(C=N1)NC(OC(C)(C)C)=O)C tert-Butyl N-{6-[2-(pyridin-2-yl)propionyl]pyridin-3-yl}carbamate